4-amino-7-cyclopropyl-1-[1-(oxolan-3-yl)ethyl]pyrido[2,3-d]pyrimidin-2-one NC=1C2=C(N(C(N1)=O)C(C)C1COCC1)N=C(C=C2)C2CC2